C1(=CC=CC=C1)O PHENOL